COC([C@H]([C@@H](C)O)NC(C1=CC=C(C=C1)C#CC1=CC=C(C=C1)N)=O)=O (2S,3R)-2-[[4-[2-(4-aminophenyl)ethynyl]benzoyl]amino]-3-hydroxy-butanoic acid methyl ester